C(CCCC)(=O)OCC(COC(CCC)=O)(COC(CCC)=O)COC(CCC)=O pentaerythritol trin-butyrate mono-valerate